3-tetrazolylmethyl-1,3,5-triazine N1N=NN=C1CN1CN=CN=C1